C(C)(C)(C)OC(=O)N1CC(CCC1)(C)C#CC1=C(C=C2C(=NC=NC2=C1)NC1=CC(=C(C=C1)OCC1=NC=CC=C1)Cl)[N+](=O)[O-] 3-((4-((3-chloro-4-(pyridin-2-ylmethoxy)phenyl)amino)-6-nitroquinazolin-7-yl)-ethynyl)-3-methylpiperidine-1-carboxylic acid tert-butyl ester